5-ethyl-N-(7-fluoro-2-oxo-3,4-dihydro-1H-quinolin-6-yl)-2-methyl-pyridine-4-carboxamide C(C)C=1C(=CC(=NC1)C)C(=O)NC=1C=C2CCC(NC2=CC1F)=O